tert-butyl 5-(methylamino)pentanoate hydrochloride Cl.CNCCCCC(=O)OC(C)(C)C